BrC1=CC=C2C(=CC=NC2=C1)NCCCN N1-(7-bromoquinolin-4-yl)propane-1,3-diamine